1-(ethyldimethylsilyl)-1H-imidazole C(C)[Si](N1C=NC=C1)(C)C